3-salicylideneamino-1,2,4-triazole C(C=1C(O)=CC=CC1)=NC1=NNC=N1